C(C)(C)(C)OC(=O)N1CCC(CC1)C(C1=CC=CC=C1)C1=CC=C(C=C1)S(=O)(=O)C (-)-4-[(4-methylsulfonylphenyl)-phenyl-methyl]Piperidine-1-carboxylic acid tert-butyl ester